ClC=1C=C2C(N(CN(C2=CC1)C1=C(C=C(C=C1)C)O)C1=C(NC(C=C1)=O)C)=O 6-chloro-1-(2-hydroxy-4-methylphenyl)-3-(2-methyl-6-oxo-1,6-dihydropyridin-3-yl)-2,3-dihydroquinazolin-4(1H)-one